C(C1=CC=CC=C1)C1(CC1)C(=O)N[C@@H]1[C@H](CNCC1)F 1-benzyl-N-((3S,4S)-3-fluoropiperidin-4-yl)cyclopropane-1-carboxamide